C1(CC1)C=1C=CC=C2CC(C(C12)=O)C 7-cyclopropyl-2-methyl-2,3-dihydro-1H-inden-1-one